NCCCN(CCCNC1=CC(=NC(=C1)C1=CC=C(C=C1)OC)\C=C\C1CC1)C N-{3-[(3-aminopropyl)(methyl)amino]propyl}-2-[(1E)-2-cyclopropylethenyl]-6-(4-methoxyphenyl)pyridin-4-amine